methyl (E)-alpha-methoxyimino-2-tolylacetate CO\N=C(\C(=O)OC)/C1=C(C=CC=C1)C